C(C)(C)(C)OC(=O)N1CC(C1)C(C1=C(C=CC=C1)[N+](=O)[O-])=O 3-(2-nitrobenzoyl)azetidine-1-carboxylic acid tert-butyl ester